methyl (R)-5-((5-fluoro-4-(7-(3-methoxy-2-(4-methylpiperazin-1-yl)propanamido)-1H-indol-3-yl)pyrimidin-2-yl)amino)-3-methylpicolinate FC=1C(=NC(=NC1)NC=1C=C(C(=NC1)C(=O)OC)C)C1=CNC2=C(C=CC=C12)NC([C@@H](COC)N1CCN(CC1)C)=O